N-phenyl-1,1,3,3-tetramethylbutylnaphthalen-1-amine CC(C)(C)CC(C)(C)C1=C(C2=CC=CC=C2C=C1)NC3=CC=CC=C3